ClC1=CC(=NC(=C1)Cl)C1=NC(=NO1)C 5-(4,6-dichloropyridin-2-yl)-3-methyl-1,2,4-oxadiazole